C(=O)(OCC1=CC=CC=C1)N[C@@H](C)C(=O)N[C@@H](C(C)C)C(=O)N[C@@H](CC1=CC=CC=C1)C(=O)O cbz-alanyl-valyl-phenylalanylalcohol